BrC1=C(C(=NS1)C(=O)O)O 5-bromo-4-hydroxy-3-isothiazolecarboxylic acid